3-(3-methoxybenzyl)-9H-pyrido[3,4-b]indole-6-carboxylic acid COC=1C=C(CC2=CC3=C(NC4=CC=C(C=C34)C(=O)O)C=N2)C=CC1